1,2-dioleoyl-sn-glycero-3-phosphoryl-ethanol C(CCCCCCC\C=C/CCCCCCCC)(=O)OC[C@@H](OC(CCCCCCC\C=C/CCCCCCCC)=O)COP(=O)(O)OCC